Benzyl 1-(4,4,5,5-tetramethyl-1,3,2-dioxaborolan-2-yl)-3-azabicyclo[3.1.0]hexane-3-carboxylate CC1(OB(OC1(C)C)C12CN(CC2C1)C(=O)OCC1=CC=CC=C1)C